NC=1C=NN2C1NCCC2 3-amino-4,5,6,7-tetrahydropyrazolo-[1,5-a]pyrimidine